C(C)(=O)C=1C=C(C=CC1)NC(=O)N(CC(=O)O)CC 2-([(3-ACETYLPHENYL)CARBAMOYL](ETHYL)AMINO)ACETIC ACID